((((E)-6-ethoxy-6-oxo-hex-2-en-1-yl) oxy) methyl)-4-fluoropyrrolidine-2-carboxylate hydrochloride Cl.C(C)OC(CC/C=C/COCOC(=O)C1NCC(C1)F)=O